2,6-dicarboxyl-4-pyridone C(=O)(O)C1=NC(=CC(C1)=O)C(=O)O